tert-butyl N-[(5S)-1'-[3-iodo-1-(oxan-2-yl)-1H-pyrazolo[3,4-b]pyrazin-6-yl]-5,7-dihydrospiro[cyclopenta[b]pyridine-6,4'-piperidin]-5-yl]carbamate IC1=NN(C2=NC(=CN=C21)N2CCC1(CC2)[C@@H](C=2C(=NC=CC2)C1)NC(OC(C)(C)C)=O)C1OCCCC1